O=C1NC(CCC1N1C=NC2=C1C=CC=C2N2CCC(CC2)(O)CC(=O)OC(C)(C)C)=O tert-butyl 2-(1-(1-(2,6-dioxopiperidin-3-yl)-1H-benzo[d]imidazol-4-yl)-4-hydroxypiperidin-4-yl)acetate